ClC=1C=CC2=C(C(CN(S2(=O)=O)[C@@H](C(C)C2=C(C(=CC=C2F)C)C)C2=NNC(O2)=O)C)C1 5-((1S)-1-(6-chloro-4-methyl-1,1-dioxido-3,4-dihydro-2H-benzo[e][1,2]thiazin-2-yl)-2-(6-fluoro-2,3-dimethylphenyl)propyl)-1,3,4-oxadiazol-2(3H)-one